C(C=C)C1=C(C(=CC=C1)CC)O 2-allyl-6-ethylphenol